1-{2-fluoro-4-[4-({[4-(trifluoromethyl)pyridin-2-yl]methyl}carbamoyl)-1H-1,2,3-triazol-1-yl]butyl}-N-{[2-fluoro-5-(trifluoromethoxy)phenyl]methyl}-1H-1,2,3-triazole-4-carboxamide FC(CN1N=NC(=C1)C(=O)NCC1=C(C=CC(=C1)OC(F)(F)F)F)CCN1N=NC(=C1)C(NCC1=NC=CC(=C1)C(F)(F)F)=O